CC(CCCCCCCCCCO)C 11-methyldodecanol